2-(trifluoromethyl)benzonitrile trifluoroacetate FC(C(=O)O)(F)F.FC(C1=C(C#N)C=CC=C1)(F)F